NC1=NC=2C=NC(=CC2C2=C1[C@H](OC2)C)C(=O)N([C@H](C)C2=NC=C(C=C2)C(F)(F)F)C2CC2 (3R)-4-amino-N-cyclopropyl-3-methyl-N-((1R)-1-(5-(trifluoromethyl)-2-pyridinyl)ethyl)-1,3-dihydrofuro[3,4-c][1,7]naphthyridine-8-carboxamide